C(=C)C1=CSC2=C1N=CN=C2N2CCC(CC2)N 1-(7-vinylthieno[3,2-d]pyrimidin-4-yl)-4-piperidinyl-amine